CC(CC1=CCCCC1)CC 2-(2-methylbutyl)-1-cyclohexene